N-(1-(cyclopropylsulfonyl)piperidin-4-yl)-8-(8,8-difluoro-2-(methyl-d3)-2,6-diazaspiro[3.4]octan-6-yl)-6-methylpyrido[3,4-d]pyrimidin-2-amine C1(CC1)S(=O)(=O)N1CCC(CC1)NC=1N=CC2=C(N1)C(=NC(=C2)C)N2CC1(CN(C1)C([2H])([2H])[2H])C(C2)(F)F